ClC1([C@H]([C@@H]1C1=CC=C(C=C1)S(N)(=O)=O)C(=O)O)Cl Trans-2,2-dichloro-3-(4-sulfamoylphenyl)cyclopropanecarboxylic acid